OC=1C2=C(NC(C1C(=O)OC)=O)C1=C(OC[C@H]2C(C)C)C=C(C(=C1)COC)OCCCOC methyl (5S)-4-hydroxy-5-isopropyl-10-(methoxymethyl)-9-(3-methoxypropoxy)-2-oxo-5,6-dihydro-1H-[1]benzoxepino[5,4-b]pyridine-3-carboxylate